C(C=C(C)CCC=C(C)CCC=C(C)C)OP([O-])(=O)OP(=O)([O-])[O-] Farnesyl-Pyrophosphat